methyl 2-(2-amino-4-(6-((4-cyano-2-fluorobenzyl) oxy) pyridin-2-yl) benzyl)-1-(2-methoxyethyl)-1H-benzo[d]imidazole-6-carboxylate NC1=C(CC2=NC3=C(N2CCOC)C=C(C=C3)C(=O)OC)C=CC(=C1)C1=NC(=CC=C1)OCC1=C(C=C(C=C1)C#N)F